1-(t-Butyl) 2,4-dimethyl (2S)-4-(2-oxo-2-phenylethyl)pyrrolidine-1,2,4-tricarboxylate O=C(CC1(C[C@H](N(C1)C(=O)OC(C)(C)C)C(=O)OC)C(=O)OC)C1=CC=CC=C1